C(C)(C)(C)OC(=O)N1C[C@H](NCC1)COC1=C2C(NC(N(C2=CC(=C1)Br)C1=C(C=CC=C1)C(C)C)=O)=O (S)-3-(((7-bromo-1-(2-isopropylphenyl)-2,4-dioxo-1,2,3,4-tetrahydroquinazolin-5-yl)oxy)methyl)piperazine-1-carboxylic acid tert-butyl ester